C(C1=CC=CC=C1)OC(=O)N1C[C@@H]([C@H](CC1)O)C (3S,4S)-4-hydroxy-3-methyl-piperidine-1-carboxylic acid benzyl ester